ClC=1C=C(C=NC1N1N=CC=N1)NC(=O)C=1C=NN(C1C(F)(F)F)C1=C2C=CN(C(C2=CC=C1)=O)C N-(5-Chloro-6-(2H-1,2,3-triazol-2-yl)pyridin-3-yl)-1-(2-methyl-1-oxo-1,2-dihydroisochinolin-5-yl)-5-(trifluoromethyl)-1H-pyrazol-4-carboxamid